3,3-dimethyl-2-oxopyrrolidine-1-carboxylic acid tert-butyl ester C(C)(C)(C)OC(=O)N1C(C(CC1)(C)C)=O